CN(C(N(C1=CC=CC=C1)C)=O)C1=CC=CC=C1 dimethyl-N,N'-diphenyl-urea